CSCCN1C=CC2=CC(=CC=C12)N1C(NC2=C(C1=O)C1=C(S2)CCCCC1)=O 3-(1-(2-(methylthio)ethyl)-1H-indol-5-yl)-1,5,6,7,8,9-hexahydro-2H-cyclohepta[4,5]thieno[2,3-d]pyrimidine-2,4(3H)-dione